C(C)N(CC)CC.P(O)(=O)(OP(=O)(O)OP(=O)(O)O)OC[C@@H]1[C@H](C[C@@H](O1)N1N=NC=2C(=O)NC(N)=NC12)O 8-aza-2'-deoxyguanosine triphosphate triethylamine salt